C(C)(C)(C)OC(=O)N(C1=CC(=NC=2N1N=CC2C2CC2)NC2CCN(CC2)C(=O)OC(C)(C)C)CC2=CC=C(C=C2)C2=NC=CC=C2 tert-butyl 4-((7-((tert-butoxycarbonyl)(4-(pyridin-2-yl)benzyl)amino)-3-cyclopropylpyrazolo[1,5-a]pyrimidin-5-yl)amino)piperidine-1-carboxylate